5-bromo-2H-isoindole-1,3-dione BrC=1C=C2C(NC(C2=CC1)=O)=O